2-(4-ethylbenzyl)-4-(β-D-glucopyranos-1-yl)-5-methoxy-benzonitrile C(C)C1=CC=C(CC2=C(C#N)C=C(C(=C2)[C@]2(O)[C@H](O)[C@@H](O)[C@H](O)[C@H](O2)CO)OC)C=C1